CC1C(CCCC)[SiH2]1 1,5-Dimethylsilanopentane